COC[C@H]1NC2=CC=C(C=C2C1)C(F)(F)F (s)-2-(methoxymethyl)-5-(trifluoromethyl)indoline